COC=1C=C(C=CC1[N+](=O)[O-])SC (3-methoxy-4-nitrophenyl)(methyl)sulfane